(2S,3R,4aR,9aR)-5-methoxy-1,1,4a-trimethyl-7-((E)-4-(3-methylbut-2-en-1-yl)-3,5-bis(prop-2-yn-1-yloxy)styryl)-2,3,4,4a,9,9a-hexahydro-1H-xanthene-2,3-diol COC1=C2O[C@@]3(C[C@H]([C@H](C([C@H]3CC2=CC(=C1)\C=C\C1=CC(=C(C(=C1)OCC#C)CC=C(C)C)OCC#C)(C)C)O)O)C